COC(C=C)=O.C(C(=C)C)(=O)O methacrylic acid methylacrylate